COCC(=O)C1=CC=CC=C1 2-methoxy-1-phenylethan-1-one